C1=C(C=CC2=CC=CC=C12)S(=O)(=O)N1CCC2(CC(CO2)NC(OCCCC)=O)CC1 butyl (8-(naphthalen-2-ylsulfonyl)-1-oxa-8-azaspiro[4.5]decan-3-yl)carbamate